((1R)-2-(benzofuran-3-yl)-1-(((2-morpholinylcyclopentyl) methyl) sulfonamido) ethyl) borate hydrochloride Cl.B(O[C@H](CC1=COC2=C1C=CC=C2)NS(=O)(=O)CC2C(CCC2)N2CCOCC2)(O)O